1-fluoro-2,4,6-trimethylpyridine tetrafluoroborate F[B-](F)(F)F.FN1C(C=C(C=C1C)C)C